benzyl-(R,Z)-3-(((benzyloxy)carbonyl)amino)-3,4,7,8-tetrahydroazocine C(C1=CC=CC=C1)/C/1=N/CCC=CC[C@H]1NC(=O)OCC1=CC=CC=C1